3-(3-{4-[(2-amino-4-pyrimidinyl)oxy]-2-ethylphenyl}-2,4-dioxo-1-imidazolidinyl)benzonitrile NC1=NC=CC(=N1)OC1=CC(=C(C=C1)N1C(N(CC1=O)C=1C=C(C#N)C=CC1)=O)CC